Trimethylolpropane diacrylate CCC(CO)(COC(=O)C=C)COC(=O)C=C